6-(1-(4-(2-(Ethylcarbamoyl)pyridin-4-yl)benzyl)-4-fluoro-1H-indol-7-carboxamido)spiro-[3.3]heptan C(C)NC(=O)C1=NC=CC(=C1)C1=CC=C(CN2C=CC3=C(C=CC(=C23)C(=O)NC2CC3(CCC3)C2)F)C=C1